C1(CC1)C(C1OC2=C(C(=NC(=C2)SC)C2=CN(C3=CN=C(C=C32)NC(C)=O)C([2H])([2H])[2H])OC1)(F)F N-(3-(2-(cyclopropyldifluoromethyl)-7-(methylthio)-2,3-dihydro-[1,4]dioxino[2,3-c]pyridin-5-yl)-1-(methyl-d3)-1H-pyrrolo[2,3-c]pyridin-5-yl)acetamide